C(C1=CC=CC=C1)OC(=O)NN1C(=CC(=C1)Br)C(=O)OC methyl 1-(((benzyloxy)carbonyl)amino)-4-bromo-1H-pyrrole-2-carboxylate